C1(CC1)CN(C=1C(=CC2=C(OCO2)C1)SC=1NC2=NC=NC(=C2N1)N)C 8-[[6-[cyclopropylmethyl(methyl)amino]-1,3-benzodioxol-5-yl]sulfanyl]-9H-purin-6-amine